C1=NC(=C2C(=N1)N(C=N2)[C@H]3[C@@H]([C@@H]([C@H](O3)COP(=O)(O)OS(=O)(=O)O)OP(=O)(O)O)O)N 3'-phosphoadenylyl-sulfate